(1R,9S)-9-Ethyl-5-fluoro-9-hydroxy-1-((R)-3-hydroxy-1-(isopropylamino)propyl)-4-methyl-1,2,3,9,12,15-hexahydro-10H,13H-benzo[de]pyrano[3',4':6,7]indolizino[1,2-b]quinoline-10,13-dione C(C)[C@]1(C(OCC=2C(N3CC=4C(=NC=5C=C(C(=C6C5C4[C@@H](CC6)[C@@H](CCO)NC(C)C)C)F)C3=CC21)=O)=O)O